(R)-4-((2-cyanophenyl)thio)-6-(1-(1-methyl-2-oxopiperidin-4-yl)-1H-pyrazol-4-yl)pyrazolo[1,5-a]pyridine-3-carbonitrile C(#N)C1=C(C=CC=C1)SC=1C=2N(C=C(C1)C=1C=NN(C1)[C@H]1CC(N(CC1)C)=O)N=CC2C#N